ClC1=C2C(=C(N=N1)NN)C=NC=C2 1-chloro-4-hydrazinopyrido[3,4-d]pyridazine